C(C(CCCCCCCCCC)O)O 1,2-Dodecan-diol